1H-Pyrazolo[4,3-c]quinoline-8-carboxamide N1N=CC=2C=NC=3C=CC(=CC3C21)C(=O)N